NC(C(=O)O)OCCOCC amino-3,6-dioxaoctanoic acid